C(C)OC(CN1CCC(CC1)CC(COC1=C(C(=CC=C1)Br)C)C)=O.BrC=1C(=C(OC[C@@H](CC2CCN(CC2)CC(=O)OCC)C)C=CC1)C ethyl 2-[4-[(2R)-3-(3-bromo-2-methyl-phenoxy)-2-methyl-propyl]-1-piperidyl]acetate Ethyl-2-[4-[3-(3-bromo-2-methyl-phenoxy)-2-methyl-propyl]-1-piperidyl]acetate